1-Butylpyridinium C(CCC)[N+]1=CC=CC=C1